ClC1=C(C=C(C=C1)[C@H]1NOCC1)C(F)(F)F (S)-3-(4-chloro-3-(trifluoromethyl)phenyl)isoxazolidine